(S)-hexahydropyrazino[2,1-C][1,4]oxazin-4(3H)-one hydrochloride Cl.C1OCC(N2[C@H]1CNCC2)=O